3-(Aminomethyl)-6-methyl-4-(2-propyl)-1,2-dihydropyridin-2-one HCl Salt Cl.NCC=1C(NC(=CC1C(C)C)C)=O